CC12C(C(=O)OC1=O)(CC=CC2)C=CCC methylbutenyl-1,2,3,6-tetrahydrophthalic anhydride